CCCCC(C(CCCCCCCCCCCC)O)O octadecane-5,6-diol